(±)-(4Z)-4-(1,3-benzothiazol-6-ylmethylene)-2-[[trans-3-methoxycyclohexyl]amino]-1H-imidazol-5-one S1C=NC2=C1C=C(C=C2)\C=C\2/N=C(NC2=O)N[C@@H]2C[C@H](CCC2)OC |r|